tetrazole monosodium salt [Na].N1N=NN=C1